Trifluoroacetic acid benzyl-N-methyl-N-(2-{methyl[2-(methylamino)ethyl]amino}ethyl)glycinate C(C1=CC=CC=C1)OC(CN(CCN(CCNC)C)C)=O.FC(C(=O)O)(F)F